C(C1=CN=CC=C1)(=O)NN Nicotinic hydrazide